5-(3,5-di-tert-butylphenyl)-8-methyl-5,10-dihydroindeno[1,2-b]indole C(C)(C)(C)C=1C=C(C=C(C1)C(C)(C)C)N1C2=C(C=3C=C(C=CC13)C)CC1=CC=CC=C12